Butyl 2-oxo-1,3-dioxolane-4-carboxylate O=C1OCC(O1)C(=O)OCCCC